CC(C(=O)C1=CC=C(C=C1)N1CCOCC1)(C)N1CCOCC1 2-methyl-1-(4-morpholinophenyl)-2-morpholinopropane-1-one